ethyl {3-(4-carbamoyl-2-nitrophenylamino)-1-[2-(4-carbamoyl-2-nitrophenylamino)ethyl]propoxy}acetate C(N)(=O)C1=CC(=C(C=C1)NCCC(OCC(=O)OCC)CCNC1=C(C=C(C=C1)C(N)=O)[N+](=O)[O-])[N+](=O)[O-]